NC1=C(C=C(N=N1)C1=C(C=CC=C1)O)C1=NN(C=C1)C1CCNCC1 2-[6-amino-5-[1-(4-piperidyl)pyrazol-3-yl]pyridazin-3-yl]phenol